2-(4-methoxyphenyl)-N-[[2-(1-piperidyl)-4-pyridyl]methyl]-ethanamin COC1=CC=C(C=C1)CCNCC1=CC(=NC=C1)N1CCCCC1